FC1=CC=C(C=C1)/C=C/C(=O)N1C(C=2NC3=CC=C(C=C3C2CC1)OC)C (2E)-3-(4-fluorophenyl)-1-{6-methoxy-1-methyl-1H,2H,3H,4H,9H-pyrido[3,4-B]indol-2-yl}prop-2-en-1-one